FC(C1=C(C=CC(=C1)C(F)(F)F)C1CCC2=C(N(C1=O)CC#CC1=CC=C(N=N1)NS(=O)(=O)C)C=CC(=C2)F)(F)F N-(6-(3-(3-(2,4-bis(trifluoromethyl)phenyl)-7-fluoro-2-oxo-2,3,4,5-tetrahydro-1H-benzo[b]azepin-1-yl)prop-1-ynyl)pyridazin-3-yl)methanesulfonamide